3-amino-N-[4-(2,6-dimethylphenyl)-6-(2-oxo-3a,4,5,6,7,7a-hexahydro-1,3-benzoxazol-3-yl)pyrimidin-2-yl]benzenesulfonamide NC=1C=C(C=CC1)S(=O)(=O)NC1=NC(=CC(=N1)C1=C(C=CC=C1C)C)N1C(OC2C1CCCC2)=O